OCC(C)C1=CC=C(C=C1)N1C(C2=CC=CC=C2C1=O)=O 2-(4-(1-hydroxypropan-2-yl)phenyl)-isoindoline-1,3-dione